CN1C=C(C=C(C1=O)C)C=1C=C2CCC(N(C2=CC1NC1=C(C(C(=O)OC)=CC=C1)C(=O)OC)C)=O dimethyl 3-((6-(1,5-dimethyl-6-oxo-1,6-dihydropyridin-3-yl)-1-methyl-2-oxo-1,2,3,4-tetrahydroquinolin-7-yl)amino)phthalate